CCCCCCCCCCC(CC(=O)[O-])(C[N+](C)(C)C)O decylcarnitine